NC1=NC=CC(=C1C#CC1(CCCC1)O)C=1C=C2C(=NNC2=CC1)N 1-((2-Amino-4-(3-amino-1H-indazol-5-yl)pyridin-3-yl)ethynyl)cyclopentan-1-ol